C(C(C)C)C1=C(C(=CC(=N1)C(=O)NC1=CC=C(C(=O)O)C=C1)C)C(C)C 4-(6-isobutyl-5-isopropyl-4-methylpyridinamido)benzoic acid